2-Fluoro-4-((7-methoxy-2-methyl-1H-imidazo[4,5-c][1,8]naphthyridin-1-yl)methyl)benzenesulfonamide FC1=C(C=CC(=C1)CN1C(=NC=2C=NC=3N=C(C=CC3C21)OC)C)S(=O)(=O)N